CC1=CCCC2=CC=CC=C12 3,4-dihydro-1-methylnaphthalene